(S)-tetra-tert-butyl 2,2',2'',2'''-(2-(4-(3-(4-((benzyloxy)carbonyl)phenyl)propoxy)benzyl)-1,4,7,10-tetraazacyclododecane-1,4,7,10-tetrayl)tetraacetate C(C1=CC=CC=C1)OC(=O)C1=CC=C(C=C1)CCCOC1=CC=C(C[C@@H]2N(CCN(CCN(CCN(C2)CC(=O)OC(C)(C)C)CC(=O)OC(C)(C)C)CC(=O)OC(C)(C)C)CC(=O)OC(C)(C)C)C=C1